2-(6-amino-5-(4-(2-(4-aminocyclohexyl)-2-azaspiro[3.3]heptan-6-yl)phenyl)pyridazin-3-yl)phenol NC1=C(C=C(N=N1)C1=C(C=CC=C1)O)C1=CC=C(C=C1)C1CC2(CN(C2)C2CCC(CC2)N)C1